Methyl (E)-2-((2S,3S)-3-ethyl-9-(phenyl)-8-methoxy-1,2,3,4,6,7,12,12b-octahydroindolo[2,3-a]quinolizin-2-yl)-3-methoxyacrylate C(C)[C@@H]1CN2CCC3=C(C2C[C@@H]1/C(/C(=O)OC)=C\OC)NC1=CC=C(C(=C13)OC)C1=CC=CC=C1